COC1=NC=2N(C=C1C#N)C(=NN2)[C@@H]2C[C@@H](CCC2)NC2=NC=C(C(=N2)OC2COC2)C(F)(F)F 7-methoxy-3-[(1S,3R)-3-[[4-(oxetan-3-yloxy)-5-(trifluoromethyl)pyrimidin-2-yl]amino]cyclohexyl]-[1,2,4]triazolo[4,3-a]pyrimidine-6-carbonitrile